5-(chloromethyl)-1-ethyl-3-methyl-1H-pyrazole ClCC1=CC(=NN1CC)C